C[C@H]1N(CCN(C1)C=1N=CC2=C(N1)C(=NC=N2)NC2=CC(=C(C=C2)OC2=CC=1N(C=C2C)N=CN1)C)C(C=C)=O (R)-1-(2-methyl-4-(8-((3-methyl-4-((6-methyl-[1,2,4]triazolo[1,5-a]pyridin-7-yl)oxy)phenyl)amino)pyrimido[5,4-d]pyrimidin-2-yl)piperazin-1-yl)prop-2-en-1-one